CN1CCN(CC1)CCCCCN1C(C=2C(=CC=3C(N(C(C=4C3C2C(C1=O)=CC4NCCCN4CCN(CC4)C)=O)CCCCCN4CCN(CC4)C)=O)NCCCN4CCN(CC4)C)=O 2,7-Bis-[5-(4-methyl-piperazin-1-yl)-pentyl]-4,9-bis-[3-(4-methyl-piperazin-1-yl)-propylamino]-benzo[lmn][3,8]phenanthroline-1,3,6,8-tetraone